[N+](=O)([O-])C=1C=CC2=C(OCC(N2[C@@H](C)C=2C=C(C=CC2)C)=O)C1 (S)-7-nitro-4-(1-(m-tolyl)ethyl)-2H-benzo[b][1,4]oxazin-3(4H)-one